(E)-N-(7-(ethylamino)-8-methyl-3H-phenoxazin-3-ylidene)-2-methoxy-N-(2-(2-methoxyethoxy)ethyl)ethan-1-aminium C(C)NC=1C=C2OC3=C\C(\C=CC3=NC2=CC1C)=[N+](/CCOC)\CCOCCOC